ClC1=CN(C2=NC(=CC(=C21)C2=C(C(=CC=C2C)O)C)C(=O)N)C 3-chloro-4-(3-hydroxy-2,6-dimethylphenyl)-1-methyl-1H-pyrrolo[2,3-b]pyridine-6-carboxamide